BrC=1C=C(OCCSCC2=CNC(O2)=S)C=CC1 5-[(3-Bromophenoxyethylthio)methyl]oxazol-2(3H)-thione